(S)-2-((2-((3S,5S)-5-(difluoromethyl)-3-methoxy-2-oxopyrrolidin-1-yl)-5,6-dihydrobenzo[f]imidazo[1,2-d][1,4]oxazepin-9-yl)amino)propanamide FC([C@@H]1C[C@@H](C(N1C=1N=C2N(CCOC3=C2C=CC(=C3)N[C@H](C(=O)N)C)C1)=O)OC)F